4,5-difluoro-2-iodophenol FC1=CC(=C(C=C1F)O)I